tert-butyl 4-[6-(methylcarbamoyl)-3-pyridinyl]Piperazine-1-carboxylate CNC(=O)C1=CC=C(C=N1)N1CCN(CC1)C(=O)OC(C)(C)C